1-(5-[5H-pyrido[4,3-b]indol-7-yl]pyridin-2-yl)piperidine-4-carbaldehyde C1=NC=CC=2NC=3C=C(C=CC3C21)C=2C=CC(=NC2)N2CCC(CC2)C=O